ethyl 4-amino-8-bromo-1-ethyl-2-oxo-quinoline-3-carboxylate NC1=C(C(N(C2=C(C=CC=C12)Br)CC)=O)C(=O)OCC